N1CCC(CC1)C=C piperidine-4-ylethylene